FC1=CC(=C(C2=CC=CC=C12)N)I 4-Fluoro-2-iodonaphthalen-1-amine